C1C(CC2=CC=CC=C12)NC(=O)C=1N=C(NC1C)C1=NC=CC(=C1)C=1C=NC=C(C1)N1CCOCC1 N-(2,3-Dihydro-1H-inden-2-yl)-5-methyl-2-(5-morpholin-4-yl-3,4'-bipyridin-2'-yl)-1H-imidazol-4-carboxamid